C(C)OC(/C(=N/O)/C1=C(C=CC(=C1)Cl)F)=O (E)-2-(5-chloro-2-fluorophenyl)-2-(hydroxyimino)acetic acid ethyl ester